OCCN(CCNC(C(CCSCCC(=O)OCC(CCCCCCCC)CCCCCC)NC(C(CCCCCCCC)CCCCCC)=O)=O)CCO 2-hexyldecyl 3-((4-((2-(bis(2-hydroxyethyl)amino)ethyl)amino)-3-(2-hexyldecanamido)-4-oxobutyl)thio)propanoate